[1,1':4',1''-terphenyl]-4,4''-dicarbaldehyde C1(=CC=C(C=C1)C=O)C1=CC=C(C=C1)C1=CC=C(C=C1)C=O